NCC(C(C)(C)OCCCC(C)(C1=CC(=CC=C1)I)C1=CN=C(N1)C=1C=C(OC=2C(=C3C=CNC3=CC2F)CC(=O)O)C=CC1F)O 2-(5-(3-(5-(5-((4-amino-3-hydroxy-2-methylbutan-2-yl)oxy)-2-(3-iodophenyl)pentan-2-yl)-1H-imidazol-2-yl)-4-fluorophenoxy)-6-fluoro-1H-indol-4-yl)acetic acid